C1(=CC=CC2=CC=CC=C12)N1C2=CC=CC=C2C=2C(=CC=CC12)B1OC(C(O1)(C)C)(C)C 9-(naphthalen-1-yl)-4-(4,4,5,5-tetramethyl-1,3,2-dioxaborolan-2-yl)-9H-carbazole